4-(4-([1,2,4]triazolo[1,5-a]pyridin-7-yloxy)-2-methoxy-5-methylphenyl)-7-methoxy-N6-(piperidin-4-yl)quinazoline-4,6-diamine N=1C=NN2C1C=C(C=C2)OC2=CC(=C(C=C2C)C2(NC=NC1=CC(=C(C=C21)NC2CCNCC2)OC)N)OC